Diethyl 2-((5-methyl-9-oxo-1,2,3,9-tetrahydropyrrolo[2,1-b]quinazolin-3-yl)methyl)malonate CC1=CC=CC=2C(N3C(=NC12)C(CC3)CC(C(=O)OCC)C(=O)OCC)=O